1-(4-(3-fluorooxetan-3-yl)pyridin-2-yl)-1H-pyrazole-4-sulfonyl chloride FC1(COC1)C1=CC(=NC=C1)N1N=CC(=C1)S(=O)(=O)Cl